5-(2,4-dimethylbenzyl)-3-{3-methyl-6-[3-(trifluoromethyl)phenoxy]-1,2,4-triazin-5-yl}-5,6-dihydro-4H-1,2,4-oxadiazine CC1=C(CC2NC(=NOC2)C=2N=C(N=NC2OC2=CC(=CC=C2)C(F)(F)F)C)C=CC(=C1)C